ClC1=C(C(=O)NC2(CC2)C#N)C=C(C=C1)N(C1=NOC(C1)(C(F)(F)F)C1=CC(=CC(=C1)Cl)Cl)CC1CC1 2-chloro-N-(1-cyanocyclopropyl)-5-[cyclopropyl-methyl-[5-(3,5-dichlorophenyl)-5-(trifluoromethyl)-4H-isoxazol-3-yl]amino]benzamide